N-(2-carboxyisopropyl)acrylamide CC(CC(=O)O)NC(=O)C=C